N-(3-((4-chlorophenyl)sulfonamido)phenyl)-2,5-difluorobenzamide ClC1=CC=C(C=C1)S(=O)(=O)NC=1C=C(C=CC1)NC(C1=C(C=CC(=C1)F)F)=O